FC1(C[C@H]2C([C@H]2C1)C(=O)O)F (1R,5S)-3,3-difluorobicyclo[3.1.0]hexane-6-carboxylic acid